CC1=NC=CC(=C1)C=1C=C2CCCC(C2=CC1)=O 6-(2-methylpyridin-4-yl)-1,2,3,4-tetrahydronaphthalen-1-one